ClC1=C(C=C2C(=CN(C2=C1)C(CCCCCCCCC(=O)OC)=O)C(=O)OCC=C)C1=CC=C(C=C1)OCCNC(CCCCCCCCC(=O)OC)=O allyl 6-chloro-5-(4-(2-(10-methoxy-10-oxodecanamido)ethoxy)phenyl)-1-(10-methoxy-10-oxodecanoyl)-1H-indole-3-carboxylate